ClC1=C(C(=CC(=C1)F)Cl)N1C=2N(C3=C(C1=O)C=NC(=N3)NC3=CC=C1C4(CN(CC1=C3)S(=O)(=O)C)CC4)C=CN2 6-(2,6-dichloro-4-fluorophenyl)-2-{[2'-(methylsulfonyl)-2',3'-dihydro-1'H-spiro[cyclopropane-1,4'-isoquinolin]-7'-yl]amino}imidazo[1,2-a]pyrimido[5,4-e]pyrimidin-5(6H)-one